O1C(=CC2=C1C=CC=C2)C2=C1C=CC(=NC1=CC(=N2)C)OC 5-(benzofuran-2-yl)-2-methoxy-7-methyl-1,6-naphthyridine